C(C)N1CCN(CC1)C1=CC=C(C=C1)[N+](=O)[O-] 1-ethyl-4-(4-nitro-phenyl)-piperazine